FC1=CC=C(C=C1)[N+](=O)[O-] 4-fluoro-nitrobenzene